3,5-Diethynylphenol C(#C)C=1C=C(C=C(C1)C#C)O